C(C)(C)(C)[S@](=O)\N=C\C1CN(CCC1)C(=O)OCC1=CC=CC=C1 benzyl 3-((E)-(((S)-tert-butylsulfinyl)imino)methyl)piperidine-1-carboxylate